C(C)OC(CC1CN(CC(C1)C1=CC=C(C=C1)N)CC1=CC=C(C=C1)C#C)=O.C1(CC1)C1=C(C=C(C=C1)C(C(=O)N)C1=CC=C(C=C1)C1=CC=2N(C=C1)N=CN2)F (4-Cyclopropyl-3-fluorophenyl)-2-[4-([1,2,4]triazolo[1,5-a]pyridin-7-yl)phenyl]acetamide anti-ethyl-2-(5-(4-aminophenyl)-1-(4-ethynylbenzyl)piperidin-3-yl)acetate